5-{2-[2-(7-ethylquinoline-8-sulfonamido)phenyl]ethynyl}-4-methoxypyridine-2-carboxylic acid C(C)C1=CC=C2C=CC=NC2=C1S(=O)(=O)NC1=C(C=CC=C1)C#CC=1C(=CC(=NC1)C(=O)O)OC